Tert-butyl {(1R)-1-[3-(1,1-difluoro-2-oxobutyl)-2-fluorophenyl]ethyl}carbamate Tert-butyl-[(1R)-1-(3-{1,1-difluoro-2-[methoxy(methyl)amino]-2-oxoethyl}phenyl)ethyl]carbamate C(C)(C)(C)N(C(O)=O)[C@H](C)C1=CC(=CC=C1)C(C(=O)N(C)OC)(F)F.FC(C(CC)=O)(F)C=1C(=C(C=CC1)[C@@H](C)NC(OC(C)(C)C)=O)F